2-(((S)-3-(5-chloro-2-methylphenyl)-5-(piperidin-1-yl)pentyl)(methyl)amino)-2-(3-methoxy-2-((1r,4S)-4-(trifluoromethoxy)cyclohexyl)phenyl)acetic acid ClC=1C=CC(=C(C1)[C@H](CCN(C(C(=O)O)C1=C(C(=CC=C1)OC)C1CCC(CC1)OC(F)(F)F)C)CCN1CCCCC1)C